COC1=CC=C(CCN(C=2SC3=C(N2)C(=C(C(=C3F)F)F)F)CC3=CC=C(C=C3)C#CC(=O)O)C=C1 3-(4-(((4-methoxyphenethyl)(perfluorobenzo[d]thiazol-2-yl)-amino)methyl)phenyl)propiolic acid